BrC1=C(C=CC=C1)CC=O 2-(2-bromophenyl)acetaldehyde